C(#N)C(C)(C)S(=O)(=O)C[C@@](C)(C1=CC2=C(SC3=C2C=C(C=C3)OCC(F)(F)F)C=C1)N[S@](=O)C(C)(C)C (R)-N-((R)-1-((2-Cyanopropan-2-yl)sulfonyl)-2-(8-(2,2,2-trifluoroethoxy)dibenzo[b,d]thiophen-2-yl)propan-2-yl)-2-methylpropane-2-sulfinamide